[Si](C1=CC=CC=C1)(C1=CC=CC=C1)(C(C)(C)C)OCC(COC1=NC(=C(C=2N=C(N=C(C21)O)SC)F)Cl)(NC)C 5-[3-[tert-butyl(diphenyl)silyl]oxy-2-methyl-2-(methylamino)propoxy]-7-chloro-8-fluoro-2-methylsulfanyl-pyrido[4,3-d]pyrimidin-4-ol